5-((R)-[3,4'-bipiperidin]-1'-yl)-N-((R)-1-(2,4-dichlorophenyl)ethyl)-[1,2,4]triazolo[1,5-a]pyrimidin-7-amine N1C[C@H](CCC1)C1CCN(CC1)C1=NC=2N(C(=C1)N[C@H](C)C1=C(C=C(C=C1)Cl)Cl)N=CN2